(S)-N-(3-(1-((2-amino-5-chloropyridin-3-yl)oxy)ethyl)-phenyl)-3-chlorobenzamide NC1=NC=C(C=C1O[C@@H](C)C=1C=C(C=CC1)NC(C1=CC(=CC=C1)Cl)=O)Cl